N-((1R,2R,4S)-7-cyano-7-azabicyclo[2.2.1]heptan-2-yl)-4-(3,5-dichlorophenyl)-2-morpholinecarboxamide C(#N)N1[C@H]2[C@@H](C[C@@H]1CC2)NC(=O)C2CN(CCO2)C2=CC(=CC(=C2)Cl)Cl